1-{[6-(morpholin-4-yl)pyridine-3-carbonyl]oxy}pyrrolidine-2,5-dione N1(CCOCC1)C1=CC=C(C=N1)C(=O)ON1C(CCC1=O)=O